3,6-Dibenzylglucose C(C1=CC=CC=C1)[C@]([C@H](C=O)O)(O)[C@H](O)[C@H](O)C(O)CC1=CC=CC=C1